FC1(CCN(CC1)C=1N=C(C=C2C=CC=NC12)C=1OC(=NN1)C1=C(C=C(C=C1)I)N1CCC2(CC2)CC1)F 2-(8-(4,4-difluoropiperidin-1-yl)-1,7-naphthyridin-6-yl)-5-(4-iodo-2-(6-azaspiro[2.5]octan-6-yl)phenyl)-1,3,4-oxadiazole